2-methyl-spiro[1,3-dihydroisoquinoline-4,1'-cyclopropane] CN1CC2=CC=CC=C2C2(CC2)C1